C(#N)[C@H]1N(CCN(C1)CC=1C=NC=2C(=C(C(NC2C1)=O)C(F)(F)F)C)C=1C=CC(=NC1)C(=O)NC (S)-5-(2-cyano-4-((8-methyl-6-oxo-7-(trifluoromethyl)-5,6-dihydro-1,5-naphthyridin-3-yl)methyl)piperazin-1-yl)-N-methylpyridineamide